[C@H]12CN(C[C@H](CC1)N2)C2=NC(=NC1=C(C(=C(C=C21)F)C2=C1C=NNC1=CC=C2C)F)OC[C@H]2N(CCC2)C 4-((1R,5S)-3,8-diazabicyclo[3.2.1]octan-3-yl)-6,8-difluoro-7-(5-methyl-1H-indazol-4-yl)-2-(((S)-1-methylpyrrolidin-2-yl)methoxy)quinazoline